FC1=CC=C(C=C1)COC1=CC(N(C=C1)C1=CC=2C=C3N(C2C=C1)CCN(CC3)C)=O 4-[(4-Fluorophenyl)methoxy]-1-(3-methyl-2,3,4,5-tetrahydro-1H-[1,4]diazepino[1,7-a]indol-9-yl)pyridin-2(1H)-one